C(C(=O)O)(C)CCC tertiary hexanoic acid